4-(3-Hydroxy-4-{5-[methyl(piperidin-4-yl)amino][1,3]thiazolo[5,4-d][1,3]thiazol-2-yl}phenyl)-1-methylpyridin-2(1H)-one OC=1C=C(C=CC1C=1SC=2N=C(SC2N1)N(C1CCNCC1)C)C1=CC(N(C=C1)C)=O